1-(tert-butyl) 3-ethyl 3-(2-methylallyl)pyrrolidine-1,3-dicarboxylate CC(CC1(CN(CC1)C(=O)OC(C)(C)C)C(=O)OCC)=C